(4,4'-dimethylphenylphosphoryl)-1-phenylethan-1-one CC1(CC=C(C=C1)P(=O)=CC(=O)C1=CC=CC=C1)C